2-[4-[3-[[5-[[2,4-dichloro-5-(2-pyridyl)benzoyl]amino]-1-phenyl-pyrazole-3-carbonyl]amino]propyl]phenyl]acetic acid ClC1=C(C(=O)NC2=CC(=NN2C2=CC=CC=C2)C(=O)NCCCC2=CC=C(C=C2)CC(=O)O)C=C(C(=C1)Cl)C1=NC=CC=C1